C(C)(C)(C)OC(=O)N1CC(CCC1)C1=NC(=C2N1C=CC=C2)Br tert-butyl-3-(1-bromoimidazo[1,5-a]pyridin-3-yl)piperidine-1-carboxylate